C(C1=CC=CC=C1)NC(OC1=CC(=C(C=C1)O)C=1C=NC=C(C1)C1=NN=CN1COCC[Si](C)(C)C)=O 4-hydroxy-3-(5-(4-((2-(trimethylsilyl)ethoxy)methyl)-4H-1,2,4-triazol-3-yl)pyridin-3-yl)phenyl benzylcarbamate